C[C@@H]1CN(C[C@H]2N1CC=1C=CC(=CC1C2)N[C@@H]2CNC[C@@H]2F)C2=C1C=CC=NC1=C(C=C2)C#N 5-[(4R,11aS)-4-methyl-9-[[(3R,4S)-4-fluoropyrrolidin-3-yl]amino]-1,3,4,6,11,11a-hexahydropyrazino[1,2-b]isoquinolin-2-yl]quinoline-8-carbonitrile